ClC=1C=C2CCC[C@]3(COC4=CC=C5[C@@H](CC(N(C/C=C/CCCCN(C3)C4=C5)C)=O)C(=O)NS(=O)(=O)C)C2=CC1 (1S,6'E,12'R)-6-CHLORO-9'-METHYL-N-(METHYLSULFONYL)-10'-OXO-3,4-DIHYDRO-2H-SPIRO[NAPHTHALENE-1,19'-[17]OXA[1,9]DIAZATRICYCLO[11.7.2.016,21]DOCOSA[6,13,15,21]TETRAENE]-12'-CARBOXAMIDE